FC1=C(C(=O)N)C=CC(=C1NC(COC)=O)F 2,4-difluoro-3-(2-methoxyacetamido)benzamide